(2S,3R,4R)-Ethyl 1-acetyl-2-cyclopropyl-3-methyl-4-((4-methylpyrimidin-2-yl)amino)-1,2,3,4-tetrahydroquinoline-6-carboxylate C(C)(=O)N1[C@H]([C@@H]([C@H](C2=CC(=CC=C12)C(=O)OCC)NC1=NC=CC(=N1)C)C)C1CC1